Methyl (5S,7R)-7-((benzyloxy)methyl)-1-azabicyclo[3.2.0]heptane-5-carboxylate C(C1=CC=CC=C1)OC[C@H]1C[C@@]2(CCCN12)C(=O)OC